C(C1=CC=CC=C1)OC(=O)N1CCN(CC1)C1=CC=C(C=C1)[C@H](C)NC=1N=CC2=C(N1)N(C(C=C2)=O)[C@@H](C)C(C)C Benzyl-4-{4-[(1S)-1-({8-[(2S)-3-methylbutan-2-yl]-7-oxo-7,8-dihydropyrido[2,3-d]pyrimidin-2-yl}amino)ethyl] phenyl}piperazine-1-carboxylate